C(C)OC(=O)C=1N=C(SC1)NC=1C=NN(C1)C ((1-methyl-1H-pyrazol-4-yl)amino)thiazole-4-carboxylic acid ethyl ester